3-fluoro-1-(oxetan-3-yl)piperidin FC1CN(CCC1)C1COC1